C1(NC(C=2C1=CC=1C(NC(C1C2)=O)=O)=O)=O 1,2,3,5,6,7-hexahydropyrrolo[3,4-f]isoindol-1,3,5,7-tetrone